COC1=CC=C(OCCOC=2C=C(C(C(=O)O)=CC2)O)C=C1 4-[2-(4-methoxyphenoxy)ethoxy]salicylic acid